3-(5-(4-((3-fluoroazetidin-1-yl)methyl)-1-(oxetan-3-yl)-1H-pyrrolo[2,3-b]pyridin-6-yl)-1-oxoisoindolin-2-yl)piperidine-2,6-dione FC1CN(C1)CC1=C2C(=NC(=C1)C=1C=C3CN(C(C3=CC1)=O)C1C(NC(CC1)=O)=O)N(C=C2)C2COC2